methyl 4-methylbenzoate CC1=CC=C(C(=O)OC)C=C1